[7-(Dimethylamino)-4-nitrophenothiazin-3-yliden]-dimethylazanium chlorid [Cl-].CN(C=1C=C2SC3=C(C(C=CC3=NC2=CC1)=[N+](C)C)[N+](=O)[O-])C